CN1CCN(CC1)C1=C(C=C(C=C1)C1=CC(=CC=C1)CN1CCOCC1)NC(=O)C1=CNC(C=C1C(F)(F)F)=O N-(4-(4-methylpiperazin-1-yl)-3'-(morpholinomethyl)-[1,1'-biphenyl]-3-yl)-6-oxo-4-(trifluoromethyl)-1,6-dihydropyridine-3-carboxamide